(2R,3R)-3-chloro-N-methyl-1-(6-methyl-4-(trifluoromethyl)pyridin-2-yl)-N-(m-tolyl)pyrrolidine-2-carboxamide Cl[C@H]1[C@H](N(CC1)C1=NC(=CC(=C1)C(F)(F)F)C)C(=O)N(C=1C=C(C=CC1)C)C